FC(OC1=NC=NC(=C1C(=O)O)OC)F 4-(difluoromethoxy)-6-methoxy-pyrimidine-5-carboxylic acid